5-Chloro-7-((5S)-5-methylpiperidin-2-yl)spiro[benzo[b][1,4]oxazine-2,1'-cyclopropane]-3(4H)-one ClC1=CC(=CC=2OC3(CC3)C(NC21)=O)C2NC[C@H](CC2)C